ONC(=O)C=1C=CC2=CN(N=C2C1)CC1=CC=C(C=C1)C(F)(F)F 2-(4-trifluoromethylbenzyl)-2H-indazole-6-carboxylic acid hydroxyamide